(2S,3S,4R,5R)-5-(2-(5-chloropyridin-3-yl)-6-((2-methyl-2H-tetrazol-5-yl)methylamino)-9H-purin-9-yl)-3,4-dihydroxyl-N-(methyl-d3)-tetrahydrofuran-2-formamide ClC=1C=C(C=NC1)C1=NC(=C2N=CN(C2=N1)[C@H]1[C@@H]([C@@H]([C@H](O1)C(=O)NC([2H])([2H])[2H])O)O)NCC=1N=NN(N1)C